ClC=1C=C2C(=CC1)NC(C21CCN(CC1)CCOC=1C=NC(=NC1)C1(CC1)CO)=O 5-chloro-1'-[2-({2-[1-(hydroxymethyl)cyclopropyl]pyrimidin-5-yl}oxy)ethyl]-1,2-dihydrospiro[indole-3,4'-piperidin]-2-one